2-(4-((R)-3-((cyclobutylmethyl)amino)piperidin-1-yl)-2-oxopyridin-1(2H)-yl)-N-(5-(dimethylamino)pyridin-3-yl)propanamide C1(CCC1)CN[C@H]1CN(CCC1)C1=CC(N(C=C1)C(C(=O)NC=1C=NC=C(C1)N(C)C)C)=O